N-Methyl-9-(methyl(7H-pyrrolo[2,3-d]pyrimidin-4-yl)amino)-3-azaspiro[5.5]undecan-3-carboxamid CNC(=O)N1CCC2(CC1)CCC(CC2)N(C=2C1=C(N=CN2)NC=C1)C